C(C)N1C(C2=C(C=C1)N(C=C2I)CC(F)(F)F)=O 5-Ethyl-3-iodo-1-(2,2,2-trifluoroethyl)-1,5-dihydro-4H-pyrrolo[3,2-c]pyridin-4-one